CC1=CC2=C(NC(=N2)C2=NNC=C2NC=2C3=C(N=C(N2)C)NC=C3)C=C1C N-(3-(5,6-dimethyl-1H-benzo[d]imidazol-2-yl)-1H-pyrazol-4-yl)-2-methyl-7H-pyrrolo[2,3-d]pyrimidin-4-amine